ClC1=CC=C(C=C1)C=1N=C2N(C=CC=C2)C1CC1=CC=C(N(C)C)C=C1 4-((2-(4-Chlorophenyl)imidazo[1,2-a]pyridin-3-yl)methyl)-N,N-dimethylaniline